N1=CN=CC2=C1CC1CCC2N1C(=O)OC1=CC(=C(C=C1)Cl)Cl 3,4-dichlorophenyl (±)-6,7,8,9-tetrahydro-5H-5,8-epiminocyclohepta[d]pyrimidine-10-carboxylate